C12OCC(C1)(C2)CO (2-oxabicyclo[2.1.1]hexan-4-yl)methanol